tert-butyl-4-chloro-3-(2-fluorophenyl)-1-(4-(2-methoxyethyl)-3,3-dimethylpiperazin-1-yl)-12-oxo-6a,7,9,10-tetrahydro-6H-pyrazino[2,1-c]pyrido[3,4-f][1,4]oxazepin-8(12H)-carboxylate C(C)(C)(C)OC(=O)N1CC2COC3=C(C(N2CC1)=O)C(=NC(=C3Cl)C3=C(C=CC=C3)F)N3CC(N(CC3)CCOC)(C)C